C1C(CCCCCCCCC)O1 1-undecene oxide